2-(3-hydroxypropyl)isoindoline-1,3-dione OCCCN1C(C2=CC=CC=C2C1=O)=O